BrC=1C=CC=2CC(C3=CC=CC=C3C2C1)=O 3-bromophenanthrone